C(CCCCCCC\C=C/C\C=C/CCCCC)C(O)CCCCCCCC\C=C/C\C=C/CCCCC Dilinoleyl-methanol